C1(CC1)C1=C(C=NN1CC)S(=O)(=O)N1CCC(CC1)C=1C(=CC=2N(C1)N=CN2)C 6-(1-((5-cyclopropyl-1-ethyl-1H-pyrazol-4-yl)sulfonyl)piperidin-4-yl)-7-methyl-[1,2,4]triazolo[1,5-a]pyridine